2-[4-(hydroxyamino)-3-methyl-5-oxo-4,5-dihydro-1H-pyrazol-4-yl]Ethyl acetate C(C)(=O)OCCC1(C(=NNC1=O)C)NO